C(C)(C)(C)OC(=O)NC=1C=CC=2N(C1)N=C(C2C(=O)O)C2=CC=CC=C2 6-[(Tert-Butoxycarbonyl)amino]-2-phenylpyrazolo[1,5-a]pyridine-3-carboxylic acid